(Z)-3-fluoro-4-(2-methoxyphenylsulfonyl)but-2-en-1-amine hydrochloride Cl.F\C(=C/CN)\CS(=O)(=O)C1=C(C=CC=C1)OC